(S)-4-((R)-2-((1-oxo-4-(o-tolyl)-1,2-dihydroisoquinolin-7-yl)oxy)propanoyl)morpholine-3-carboxamide O=C1NC=C(C2=CC=C(C=C12)O[C@@H](C(=O)N1[C@@H](COCC1)C(=O)N)C)C1=C(C=CC=C1)C